2-(3-((2-((4-(4-(azetidin-1-yl)piperidin-1-yl)-3-methoxyphenyl)amino)-5-methylthieno[2,3-d]pyrimidin-4-yl)amino)-5-(trifluoromethyl)phenyl)propan-2-ol N1(CCC1)C1CCN(CC1)C1=C(C=C(C=C1)NC=1N=C(C2=C(N1)SC=C2C)NC=2C=C(C=C(C2)C(F)(F)F)C(C)(C)O)OC